p-fluorostyrene C=CC1=CC=C(C=C1)F